ClC=1C=C2N=C3CCCCC3=C(C2=CC1)NCCCC=1C(=NN(C1O)C1=CC=CC=C1)C(=O)N (3-((6-chloro-1,2,3,4-tetrahydroacridin-9-yl)amino)propyl)-5-hydroxy-1-phenyl-1H-pyrazole-3-carboxamide